FC1=C(C=CC(=C1F)F)C1=NC2=CC=C(C=C2C(C1)=O)F 2-(2,3,4-trifluorophenyl)-6-fluoro-quinolin-4-one